1-[6,7-dimethyl-4-(methylamino)-1,3-dihydro-2H-pyrrolo[3,4-c]pyridin-2-yl]-2-[1-(pyrimidin-5-yl)azetidin-3-yl]ethanone CC1=C(C2=C(C(=N1)NC)CN(C2)C(CC2CN(C2)C=2C=NC=NC2)=O)C